BrC=1C=CC2=C(CC3(CC=4N2C(=NN4)[C@@H]4CC[C@H](CC4)C(F)(F)F)OCCO3)C1 8'-bromo-1'-[trans-4-(trifluoromethyl)cyclohexyl]-4'H,6'H-spiro[1,3-dioxolane-2,5'-[1,2,4]triazolo[4,3-a][1]benzazepine]